S1C(=NC2=C1C=CC=C2)NC(=O)C=2C=CC=C1CCN(CC21)C2=CC=C(C(=N2)C(=O)O)C=2C=NN(C2)CCC2=CC=C(C=C2)F 6-[8-(1,3-benzothiazol-2-ylcarbamoyl)-3,4-dihydroisoquinolin-2(1H)-yl]-3-{1-[2-(4-fluorophenyl)ethyl]-1H-pyrazol-4-yl}pyridine-2-carboxylic acid